C(=O)O.CN1N=NC2=C1C=CC(=C2C)C(CC(=O)O)C2=CC(=C(C=C2)C)CN2C[C@H](OC1=C(C2)C=CC=C1F)CC 3-(1,4-Dimethyl-1H-benzo[d][1,2,3]triazol-5-yl)-3-(3-(((R)-2-ethyl-9-fluoro-2,3-dihydrobenzo[f][1,4]oxazepin-4(5H)-yl)methyl)-4-methylphenyl)propanoic acid, formic acid salt